C(N)(=O)C=1C=C(C=CC1F)C=1C(=CC(=C(C1)NC(=O)C1=CNC(C=C1C(F)F)=O)N1C[C@H](N([C@H](C1)C)C)C)F |r| N-[5-(3-carbamoyl-4-fluorophenyl)-4-fluoro-2-[rac-(3R,5S)-3,4,5-trimethylpiperazin-1-yl]phenyl]-4-(difluoromethyl)-6-oxo-1H-pyridine-3-carboxamide